(6S)-5,10-methylenetetrahydrofolic acid C1N2C=3C(NC(=NC3NC[C@H]2CN1C1=CC=C(C(N[C@@H](CCC(=O)O)C(=O)O)=O)C=C1)N)=O